3-(2,2-difluorocyclopropyl)isoxazol-5(4H)-one FC1(C(C1)C1=NOC(C1)=O)F